BrCC1=NC2=CC=CC=C2C=C1 2-bromomethylquinoline